5-amino-2-(Difluoromethoxy)Nicotinamide NC=1C=NC(=C(C(=O)N)C1)OC(F)F